2-fluoro-5-[[[3-fluoro-5-hydroxy-4-(1,1,4-trioxo-1,2,5-thiadiazolidin-2-yl)phenyl]methylamino]methyl]benzonitrile FC1=C(C#N)C=C(C=C1)CNCC1=CC(=C(C(=C1)O)N1S(NC(C1)=O)(=O)=O)F